(±)-(6-((1,1,1-trifluoropropan-2-yl)oxy)pyrimidin-4-yl)methylamine FC([C@@H](C)OC1=CC(=NC=N1)CN)(F)F |r|